7-(10,15-Dimethyl-10,15-dihydro-5H-diindolo[3,2-a:3',2'-c]carbazol-5-yl)-9-phenyl-9H-5-oxa-9-aza-13b-boranaphtho[3,2,1-de]anthracene CN1C=2C=CC=CC2C2=C3C(=C4C(=C12)C=1C=CC=CC1N4C=4C=C1N(C=2C=CC=CC2B2C1=C(C4)OC=4C=CC=CC42)C4=CC=CC=C4)C=4C=CC=CC4N3C